(Z)-3-(3-(3,5-bis(trifluoromethyl)phenyl)-1H-1,2,4-triazol-1-yl)-N-((2-methylpyrimidin-5-yl)methyl)acrylamide FC(C=1C=C(C=C(C1)C(F)(F)F)C1=NN(C=N1)\C=C/C(=O)NCC=1C=NC(=NC1)C)(F)F